phenylethanate C1(=CC=CC=C1)CC(=O)[O-]